ClC1=C(C=CC(=C1)F)C1=CC(OC2=CC(=CC=C12)OC(C(=O)N1C[C@H](CCC1)C(=O)O)C)=O (3S)-1-[2-[4-(2-chloro-4-fluoro-phenyl)-2-oxo-chromen-7-yl]oxypropionyl]piperidine-3-carboxylic acid